2-(2-oxabicyclo[2.2.1]hept-4-yl)-7-isopropoxylimidazo[1,2-a]pyridin-6-carboxylic acid C12OCC(CC1)(C2)C=2N=C1N(C=C(C(=C1)OC(C)C)C(=O)O)C2